COCCN1C(=NC=2C1=NC(=CC2)C=2C=CN1N=C(N=CC12)NC1CC(C1)(O)C)C 3-((5-(3-(2-methoxyethyl)-2-methyl-3H-imidazo[4,5-b]pyridin-5-yl)pyrrolo[2,1-f][1,2,4]triazin-2-yl)amino)-1-methylcyclobutane-1-ol